FC(C=1C(=C(C=CC1)[C@@H](C)NC=1C=2C(N=C(N1)C)=C(C(N(C2)C2(CC2)CF)=O)N2CCN(CC2)CC2(COC2)C)F)F (R)-4-((1-(3-(difluoromethyl)-2-fluorophenyl)ethyl)amino)-6-(1-(fluoromethyl)cyclopropyl)-2-methyl-8-(4-((3-methyloxetan-3-yl)methyl)piperazin-1-yl)pyrido[4,3-d]pyrimidine-7(6H)-one